2-(but-2-yn-1-yloxy)-5-((2-cyclopropyl-6-ethyl-3,4-dihydroquinolin-1(2H)-yl)sulfonyl)benzoic acid methyl ester COC(C1=C(C=CC(=C1)S(=O)(=O)N1C(CCC2=CC(=CC=C12)CC)C1CC1)OCC#CC)=O